2-((5-chloro-2,3-dihydrobenzofuran-3-yl)amino)-N-hydroxypyrimidine-5-carboxamide ClC=1C=CC2=C(C(CO2)NC2=NC=C(C=N2)C(=O)NO)C1